(benzo[d]oxazol-2-ylamino)-N-(5-(2-mercaptoacetylamino)pentyl)pyrimidine-5-carboxamide O1C(=NC2=C1C=CC=C2)NC2=NC=C(C=N2)C(=O)NCCCCCNC(CS)=O